Cl.N1(CCNCC1)C(=O)OCC=O 2-oxoethyl piperazine-1-carboxylate hydrochloride